3-tritylimidazole-4-carbaldehyde C(C1=CC=CC=C1)(C1=CC=CC=C1)(C1=CC=CC=C1)N1C=NC=C1C=O